(E)-7-[5-tert.butyldimethylsiloxymethyl-4-(4-fluorophenyl)-2-isopropyl-6-methyl-pyrid-3-yl]-3,5-dihydroxy-hept-6-enoate C(C)(C)(C)[Si](OCC=1C(=C(C(=NC1C)C(C)C)/C=C/C(CC(CC(=O)[O-])O)O)C1=CC=C(C=C1)F)(C)C